tert-butyl 4-hydroxy-2-methylsulfanyl-6,8-dihydro-5H-pyrido[3,4-d]pyrimidine-7-carboxylate OC=1C2=C(N=C(N1)SC)CN(CC2)C(=O)OC(C)(C)C